cis-N-(3-(5-fluoropyridin-3-yl)-4-methylphenyl)-3-(hydroxymethyl)-6-azabicyclo[3.1.1]heptane-6-carboxamide FC=1C=C(C=NC1)C=1C=C(C=CC1C)NC(=O)N1C2CC(CC1C2)CO